1-(5-bromo-2-hydrazinocarbonylphenyl)-3-(3-chloro-5-fluorophenyl)-urea BrC=1C=CC(=C(C1)NC(=O)NC1=CC(=CC(=C1)F)Cl)C(=O)NN